C(C)(C)(C)OC(=O)NC=1SC2=C(N1)C(=CC=C2F)OB(O)O [2-(tert-butoxycarbonylamino)-7-fluoro-1,3-benzothiazol-4-yl]Boric acid